(5S)-5-benzyl-3-[6-chloro-3-[3-(trifluoromethyl)phenoxy]pyridazin-4-yl]-5,6-dihydro-4H-1,2,4-oxadiazine C(C1=CC=CC=C1)[C@@H]1NC(=NOC1)C1=C(N=NC(=C1)Cl)OC1=CC(=CC=C1)C(F)(F)F